5-((2-amino-6-methylphenyl)amino)-4-methylpyridinecarboxylic acid methyl ester COC(=O)C1=NC=C(C(=C1)C)NC1=C(C=CC=C1C)N